(R)-2,6-dioxohexahydropyrimidine-4-carboxylic acid O=C1NC(C[C@@H](N1)C(=O)O)=O